ClC=1C=C(C=CC1)[C@@H]1[C@H](C1)C(=O)NC1=NC=NC(=C1)NCC=1N=C2N(C=C(C=C2N2CCNCC2)C2CC2)C1 (1S,2S)-2-(3-chlorophenyl)-N-(6-(((6-cyclopropyl-8-(piperazin-1-yl)imidazo[1,2-a]pyridin-2-yl)methyl)amino)pyrimidin-4-yl)cyclopropane-1-carboxamide